C(C1=CC=CC=C1)SC1=CC=C2C(=N1)CCN2C(=O)C=2C=C1CN(CC1=CC2)C(=O)OC(C)(C)C tert-butyl 5-(5-(benzylthio)-2,3-dihydro-1H-pyrrolo[3,2-b]pyridine-1-carbonyl)isoindoline-2-carboxylate